(7-Chloro-3,4-dihydro-2H-benzo[b][1,4]oxazin-2-yl)methanamine ClC=1C=CC2=C(OC(CN2)CN)C1